dioctadecyl phosphate potassium salt [K+].P(=O)(OCCCCCCCCCCCCCCCCCC)(OCCCCCCCCCCCCCCCCCC)[O-]